2-(3-cyano-4-isobutoxy-phenyl)-4-methyl-thiazole C(#N)C=1C=C(C=CC1OCC(C)C)C=1SC=C(N1)C